C(#C)C=1C2=C(SC1)C=CC=C2 3-ethynylbenzo[b]thiophene